3-(N-(2,5-difluoro-4-(trifluoromethyl)phenyl)sulfamoyl)-6,6-difluoro-4,5,6,7-tetrahydro-1H-indole-2-carboxylic acid FC1=C(C=C(C(=C1)C(F)(F)F)F)NS(=O)(=O)C1=C(NC=2CC(CCC12)(F)F)C(=O)O